5-(4-chloro-2-fluoro-phenyl)-7-[(2R,4S)-2-(1-cyclopropylpyrazol-4-yl)tetrahydropyran-4-yl]-2,3-dimethyl-quinoxaline ClC1=CC(=C(C=C1)C1=C2N=C(C(=NC2=CC(=C1)[C@@H]1C[C@@H](OCC1)C=1C=NN(C1)C1CC1)C)C)F